O=C1CC[C@H](N1)C(=O)OCCCCCCCCCCCCCCCCCC octadecyl 5-oxo-L-prolinate